FC1(OC2=C(O1)C=CC=C2CC#N)F 2-(2,2-difluorobenzo[d][1,3]dioxol-4-yl)acetonitrile